FC(CN1C(=NC2=NC=C(C=C21)C2=CNC=1N=C(N=C(C12)OC)NC1CC(C1)(C)C(=O)N1CCCC1)C)F ((1s,3s)-3-((5-(1-(2,2-difluoroethyl)-2-methyl-1H-imidazo[4,5-b]pyridin-6-yl)-4-methoxy-7H-pyrrolo[2,3-d]pyrimidin-2-yl)amino)-1-methylcyclobutyl)(pyrrolidin-1-yl)methanone